FC1=C(C=C(C=C1C)C1=C(C=CC=C1C)C)CCC(=O)O 3-(4-fluoro-2',5,6'-trimethyl-[1,1'-biphenyl]-3-yl)propionic acid